C1(CC1)NC(C1=C(C=C(C(=C1)C=1C=NC(=C(C1)C=1C=NN(C1)C)NCCO)C)F)=O N-cyclopropyl-2-fluoro-5-(6-((2-hydroxyethyl)amino)-5-(1-methyl-1H-pyrazol-4-yl)pyridin-3-yl)-4-methylbenzamide